The molecule is a non-proteinogenic L-alpha-amino acid that is L-homoserine in which the hydroxy group at position 4 is substituted by an aminooxy group. It has been isolated from legumes and plays an essential role in lugume chemical defense against insects. It has a role as a plant metabolite, an antineoplastic agent, an antimetabolite and a phytogenic insecticide. It derives from a L-homoserine. It is a tautomer of a L-canaline zwitterion. C(CON)[C@@H](C(=O)O)N